Methyl 6-[4-(fluoromethyl) phenyl]-3-oxo-2-(pyridin-3-yl)-2,3-dihydropyridazine-4-carboxylate FCC1=CC=C(C=C1)C=1C=C(C(N(N1)C=1C=NC=CC1)=O)C(=O)OC